CSCCO The molecule is a primary alcohol that is the S-methyl derivative of mercaptoethanol. It is found as a volatile component in Cucumis melo Var. cantalupensis. It has a role as a xenobiotic metabolite and a plant metabolite. It is an aliphatic sulfide and a primary alcohol. It derives from a mercaptoethanol.